C(C)(C)(C)OC(=O)N(C1CN(C1)C1=NC=C(C(=N1)OCC)C(=O)OCC)C ethyl 2-(3-((tert-butoxycarbonyl) (methyl) amino) azetidin-1-yl)-4-ethoxypyrimidine-5-carboxylate